(2S,4S)-4-Hydroxy-pyrrolidine-2-acetic acid O[C@H]1C[C@H](NC1)CC(=O)O